C(C1=CC=CC=C1)OCCN(CCC(C(=O)O)NC(CC(CC)CC)=O)CCCCC1=NC=2NCCCC2C=C1 4-[2-benzyloxyethyl-[4-(5,6,7,8-tetrahydro-1,8-naphthyridin-2-yl)butyl]amino]-2-(3-ethylpentanoylamino)butanoic acid